COC=1C(=C(C(=CC1)C)C=1C2=CN(N=C2C=C(C1)C(=O)O)C)C 4-(3-methoxy-2,6-dimethylphenyl)-2-methyl-indazole-6-carboxylic acid